CC=1C=CC(=NC1)[C@H]1C2(CC(C1)(C2)C2=CC=CC=C2)C(=O)C2=CC1=CC=CC=C1C=C2 ((1R,2R,4S)-2-(5-methylpyridin-2-yl)-4-phenylbicyclo[2.1.1]hexan-1-yl)(naphthalen-2-yl)methanone